ClCC(=O)N1[C@H](C=2NC3=CC=CC=C3C2C[C@@H]1C(=O)OC)C1=CC=C(C=C1)C(=O)OC (1S,3R)-methyl 2-(2-chloroacetyl)-1-(4-(methoxycarbonyl)phenyl)-2,3,4,9-tetrahydro-1H-pyrido[3,4-b]indole-3-carboxylate